[Na+].ClC1=C(OC(C(=O)[O-])CC)C=CC(=C1)Cl 2,4-dichlorophenoxybutyric acid sodium salt